6,7-dichloro-N-(2-fluoroethyl)-3-(1-tetrahydropyran-2-ylpyrazol-4-yl)-1H-indol-4-amine ClC=1C=C(C=2C(=CNC2C1Cl)C=1C=NN(C1)C1OCCCC1)NCCF